ClC(C1=NC(=NO1)C1=CC=C(C=C1)C(COC1=CC=C(C=C1)F)=O)(F)F 1-(4-(5-(Chlorodifluoromethyl)-1,2,4-oxadiazol-3-yl)phenyl)-2-(4-fluorophenoxy)ethan-1-on